C(#CCC)C=1C=C2C=NN(C2=CC1)C1OCCCC1 5-(but-1-yn-1-yl)-1-(tetrahydro-2H-pyran-2-yl)-1H-indazole